4'-(methylsulfonyl)biphenyl-4-carboxamide CS(=O)(=O)C1=CC=C(C=C1)C1=CC=C(C=C1)C(=O)N